4-(3-Benzyloxy-6-bromo-pyridin-2-yl)-4-oxo-butyric acid ethyl ester C(C)OC(CCC(=O)C1=NC(=CC=C1OCC1=CC=CC=C1)Br)=O